6-(4-(vinyloxy)phenyl)pyrimidine-2,4-diamine C(=C)OC1=CC=C(C=C1)C1=CC(=NC(=N1)N)N